CN(C1(CN(CCC1)C1=CC(=C(C(=C1)C)S(=O)(=O)NC1=NC=NC=C1)F)CCC1=CC(=CC=C1)C(F)(F)F)C 4-(3-(Dimethylamino)-3-(3-(trifluoromethyl)phenethyl)piperidin-1-yl)-2-fluoro-6-methyl-N-(pyrimidin-4-yl)benzenesulfonamide